C(#N)N1C[C@]2(CCC2C1)NC(C1=CC=C(C=C1)C1=C(C=NC=C1)SC1=CC=C(C=C1)F)=O N-((1R)-3-Cyano-3-azabicyclo[3.2.0]heptan-1-yl)-4-(3-((4-fluorophenyl)thio)pyridin-4-yl)benzamid